FC(C(=O)O)(F)F.C1(CCCCC1)S(=O)(=O)N cyclohexanesulfonamide trifluoroacetic acid salt